6-((3-(2,3-dichloro-6-fluorophenyl)-1-(2-fluoroacetyl)pyrrolidin-3-yl)amino)-3-(methyl-d3)quinazolin-4(3H)-one ClC1=C(C(=CC=C1Cl)F)C1(CN(CC1)C(CF)=O)NC=1C=C2C(N(C=NC2=CC1)C([2H])([2H])[2H])=O